C1=2C3=C4C=NNC4=CC=C3C3CC3CCC(OC3CCCN(C4=NC=NC(=C4C=N1)C2)C3)=O 17-oxa-5,6,22,24,26,30-hexaazaheptacyclo[25.3.1.1~18,22~.0~2,10~.0~3,7~.0~11,13~.0~23,28~]dotriaconta-1(31),2,4,7,9,23,25,27,29-nonaen-16-one